5-(7-chloro-4-quinazolinyl)-4,5,6,7-tetrahydro-thiazolo[5,4-c]pyridin-2-amine ClC1=CC=C2C(=NC=NC2=C1)N1CC2=C(CC1)N=C(S2)N